FC1=CC(=C(C=C1)C=1C(=C(C(=NC1C)C)C(=O)NC1=CC=C(C=C1)OC1=CC=NC2=CC(=CN=C12)OCCOC)O)C 5-(4-fluoro-2-methylphenyl)-4-hydroxy-N-[4-[[7-(2-methoxyethoxy)-1,5-naphthyridin-4-yl]oxy]phenyl]-2,6-dimethylpyridine-3-carboxamide